ClC1=NC=CC(=C1)NC(N(C)[C@H](C)C1=CNC(C2=C(C(=CC=C12)F)F)=O)=O (R)-3-(2-chloropyridin-4-yl)-1-(1-(7,8-difluoro-1-oxo-1,2-dihydroisoquinolin-4-yl)ethyl)-1-methylurea